3-((tert-butoxycarbonyl)amino)-4,7,8-trifluoronaphthalene C(C)(C)(C)OC(=O)NC=1C=CC2=C(C(=CC=C2C1F)F)F